methyl 3-(5-fluoropyridin-2-yl)-3-oxopropionate FC=1C=CC(=NC1)C(CC(=O)OC)=O